N-(2-fluorobenzyl)-7-(5-(trifluoromethyl)-1,2,4-oxadiazol-3-yl)imidazo[1,2-a]pyridine-2-carboxamide FC1=C(CNC(=O)C=2N=C3N(C=CC(=C3)C3=NOC(=N3)C(F)(F)F)C2)C=CC=C1